FC1=C(C=C(C=C1)C1=NC(=NO1)C(=O)N1C[C@H](CC1)C1=CC=CC=C1)O (R)-(5-(4-fluoro-3-hydroxyphenyl)-1,2,4-oxadiazol-3-yl)(3-phenylpyrrolidin-1-yl)methanone